1,3-bis(3-ethylpentan-3-yl)-1,3-dihydro-2H-imidazole-2-selenone C(C)C(CC)(CC)N1C(N(C=C1)C(CC)(CC)CC)=[Se]